4-(4-((1R,5S)-3,8-diazabicyclo[3.2.1]octan-3-yl)-8-methyl-2-((tetrahydro-1H-pyrrolizin-7a(5H)-yl)methoxy)quinazolin-7-yl)naphthalen-2-ol [C@H]12CN(C[C@H](CC1)N2)C2=NC(=NC1=C(C(=CC=C21)C2=CC(=CC1=CC=CC=C21)O)C)OCC21CCCN1CCC2